BrC=1C(=NN2C1CN(CC2)C(CNC(\C=C\C2=CC=C(C=C2)S(F)(F)(F)(F)F)=O)=O)CCC(=O)O 3-[3-bromo-5-[2-[[(E)-3-[4-(pentafluoro-λ6-sulfanyl)phenyl]prop-2-enoyl]amino]acetyl]-6,7-dihydro-4H-pyrazolo[1,5-a]pyrazin-2-yl]propanoic acid